3-(((1R,3s,5S)-8-(tert-butoxycarbonyl)-8-azabicyclo[3.2.1]octan-3-yl)oxy)-5-chlorothiophene-2-carboxylic acid C(C)(C)(C)OC(=O)N1[C@H]2CC(C[C@@H]1CC2)OC2=C(SC(=C2)Cl)C(=O)O